6-chloro-3-(2,3-dichlorophenyl)-2,5-dimethyl-3,4-dihydropyrimidin-4-one ClC1=C(C(N(C(=N1)C)C1=C(C(=CC=C1)Cl)Cl)=O)C